N-Phenyl-N-[1-(2-phenylethyl)piperidin-4-yl]oxolane-2-carboxamide C1(=CC=CC=C1)N(C(=O)C1OCCC1)C1CCN(CC1)CCC1=CC=CC=C1